(6-Chlorochroman-3-yl)-[7-[(2S)-2-hydroxypropyl]-2-(5-methoxy-1H-pyrazol-4-yl)pyrrolo[2,3-d]pyrimidin-5-yl]methanone ClC=1C=C2CC(COC2=CC1)C(=O)C1=CN(C=2N=C(N=CC21)C=2C=NNC2OC)C[C@H](C)O